CP1(OCC2(CO1)COP(OC2)(C)=O)=O 3,9-Dimethyl-2,4,8,10-tetraoxa-3,9-diphosphaspiro[5.5]undecan-3,9-dioxid